C1=NC=CC2=CC=C(C=C12)C1=CC(=NN1C)NC(=O)NC1=CC(=CC=C1)CCN1CCN(CC1)C 1-(5-(isoquinolin-7-yl)-1-methyl-1H-pyrazol-3-yl)-3-(3-(2-(4-methylpiperazin-1-yl)ethyl)phenyl)urea